(3S)-3-methyl-4-(propan-2-yl)piperazin C[C@H]1CNCCN1C(C)C